ClC1=CC=C(C=C1)S(=O)(=O)NC(=O)N1N=C(C(C1)C1=CC=CC=C1)C1=CC=C(C=C1)F N-((4-chlorophenyl)sulfonyl)-3-(4-fluorophenyl)-4-phenyl-4,5-dihydro-1H-pyrazole-1-carboxamide